ClC=1C(=CC=2N(N1)C=C(N2)[C@H](CC(C(F)(F)F)(C)C)NC(OC(C)(C)C)=O)[C@@H](COC2CC2)N2C(NCC(C2)(F)F)=O tert-butyl ((S)-1-(6-chloro-7-((S)-2-cyclopropoxy-1-(5,5-difluoro-2-oxotetrahydropyrimidin-1(2H)-yl)ethyl)imidazo[1,2-b]pyridazin-2-yl)-4,4,4-trifluoro-3,3-dimethylbutyl)carbamate